FC=1C=C2CC(CC2=CC1F)NC1=NC=C(C=N1)C=1OC(=NN1)N1CC(CC1)C#C N-(5,6-difluoro-2,3-dihydro-1H-inden-2-yl)-5-(5-(3-ethynylpyrrolidin-1-yl)-1,3,4-Oxadiazol-2-yl)pyrimidin-2-amine